C(C=C)C1C(C[C@H](N1C(=O)OC(C)(C)C)C(=O)OC)(C)C 1-(tert-butyl) 2-methyl (2S)-5-allyl-4,4-dimethylpyrrolidine-1,2-dicarboxylate